OCCOC(CCCCC(=O)OCCO)=O adipic acid-bis-(hydroxyethyl) ester